tert-butyl N-[(1S)-5-bromo-2,3-dihydro-1H-inden-1-yl]carbamate BrC=1C=C2CC[C@@H](C2=CC1)NC(OC(C)(C)C)=O